8-(pyridin-4-yl)-1,5-dihydro-6H-pyrano[4,3-b]thieno[3,2-d]pyridine-4,6(3H)-dione N1=CC=C(C=C1)C1=CC=2C3=C(NC(C2S1)=O)C(COC3)=O